FC=1C(=CC(=NC1C)C=1OC(=NN1)C1=NC=C(C=C1)F)C=1C=NC=CC1C 2-(5'-Fluoro-4,6'-dimethyl-[3,4'-bipyridyl]-2'-yl)-5-(5-fluoropyridin-2-yl)-1,3,4-oxadiazole